C1([C@H](N)[C@@H](O[C@@H](C(=O)O)C)[C@H](O)[C@H](O1)CO)N[C@@H](C)C(=O)N[C@H](CCC(=O)O)C(N)=O muramyl-L-alanyl-D-isoglutamine